amino-[1,1'-binaphthyl]-2-ol NC1=C(C(=C2C=CC=CC2=C1)C1=CC=CC2=CC=CC=C12)O